6-(3'-(Benzyloxy)-[1,1'-Biphenyl]-4-yl)-2-Methyl-1H-benzo[d]Imidazol C(C1=CC=CC=C1)OC=1C=C(C=CC1)C1=CC=C(C=C1)C=1C=CC2=C(NC(=N2)C)C1